C(C)(C)(C)OC(=O)N1CC(CCC1)C1=NSC(=N1)I.CC(C)(C#CC(C)(OOC(C)(C)C)C)OOC(C)(C)C 2,5-Dimethyl-2,5-Di(tert-butylperoxy)hexyne tert-butyl-3-(5-iodo-1,2,4-thiadiazol-3-yl)piperidine-1-carboxylate